tert-butyl (S)-2-isocyanato-4-methylpentanoate N(=C=O)[C@H](C(=O)OC(C)(C)C)CC(C)C